C(C)N1N=CC(=C1)C=O (1-ethyl-1H-pyrazol-4-yl)methanone